FC1(CCC(CC1)NC=1N=CC2=C(N1)NC=C2C=2C=CC=1N(N2)C=C(N1)C)F N-(4,4-difluorocyclohexyl)-5-(2-methylimidazo[1,2-b]pyridazin-6-yl)-7H-pyrrolo[2,3-d]pyrimidin-2-amine